O=C1CCCCCC2N1C(CC2)C(=O)O 5-oxodecahydropyrrolo[1,2-a]azocine-3-carboxylic acid